2-(1-{4-[(2S)-2,3-dihydro-1,4-benzodioxin-2-yl]benzyl}piperidin-4-yl)-1,1,1,3,3,3-hexafluoropropan-2-ol O1[C@H](COC2=C1C=CC=C2)C2=CC=C(CN1CCC(CC1)C(C(F)(F)F)(C(F)(F)F)O)C=C2